CC(C(=C=O)C)[Si](C1=CC=CC=C1)(C1=CC=CC=C1)C methyl-(methyldiphenylsilyl)dimethyl-ketene